(5-fluoro-2,3-dihydro-1H-inden-2-yl)acetic acid FC=1C=C2CC(CC2=CC1)CC(=O)O